(E)-3-(3-Chlorophenyl)-1-[2-hydroxy-4-(3-methylbut-2-enoxy)phenyl]prop-2-en-1-one ClC=1C=C(C=CC1)/C=C/C(=O)C1=C(C=C(C=C1)OCC=C(C)C)O